C(C=C)OC=1C=2N(C=C(N1)C=1C=C(C=CC1)[C@@H](C)N(C(=O)N[C@H](CC=C)CCC(F)(F)F)CC)C=CN2 1-((R)-1-(3-(8-(allyloxy)imidazo[1,2-a]pyrazin-6-yl)phenyl)ethyl)-1-ethyl-3-((S)-7,7,7-trifluorohept-1-en-4-yl)urea